N-[(2S,3R)-1-(bicyclo[1.1.1]pentane-1-carbonyl)-4,4-difluoro-2-{[3-(6-methyl-pyridin-2-yl)phenyl]methyl}pyrrolidin-3-yl]ethanesulfonamide C12(CC(C1)C2)C(=O)N2[C@H]([C@H](C(C2)(F)F)NS(=O)(=O)CC)CC2=CC(=CC=C2)C2=NC(=CC=C2)C